C(C)(C)(C)NC(COC1=CC(=CC=C1)C=O)=O N-TERT-BUTYL-2-(3-FORMYLPHENOXY)ACETAMIDE